C(C1=CC=CC=C1)(=O)N1C2(CC(C1)(C2)C=C)C(=O)OC methyl 2-benzoyl-4-vinyl-2-azabicyclo[2.1.1]hexane-1-carboxylate